CC1(C=NC=COC1)O 6-methyl-1,4-oxaazepin-6-ol